C(C)(C)(C)C(C(=O)[O-])(C(=O)[O-])CCCCCCCCC.[Ca+2] calcium 2-(tert-butyl)-2-nonylpropanedioate